C1N(CC12CNC2)C(=O)C2=CC=C(C=C2)[C@@H]2CC1(CC(C1)C#N)CCN2CC2=C1C=CNC1=C(C=C2C2CC2)C (2R,4s,6S)-6-(4-(2,6-diazaspiro[3.3]heptane-2-carbonyl)phenyl)-7-((5-cyclopropyl-7-methyl-1H-indol-4-yl)methyl)-7-azaspiro[3.5]nonane-2-carbonitrile